6-(4-(5-fluoro-1-methyl-1H-pyrrolo[2,3-b]pyridin-3-yl)piperidin-1-yl)-2-morpholinobenzo[d]oxazole hydrochloride Cl.FC=1C=C2C(=NC1)N(C=C2C2CCN(CC2)C2=CC1=C(N=C(O1)N1CCOCC1)C=C2)C